benzyl N-[[(2R,3S,5R)-5-azido-3-benzyloxy-6-hydroxy-tetrahydropyran-2-yl]methyl]-N-methyl-carbamate N(=[N+]=[N-])[C@@H]1C[C@@H]([C@H](OC1O)CN(C(OCC1=CC=CC=C1)=O)C)OCC1=CC=CC=C1